FC(C(/C(=C(/C(C(C(F)(F)F)(F)F)(F)F)\F)/F)(F)F)(F)F (E)-perfluorohept-3-ene